octaethyl-21H,23H-porphyrin platinum (II) [Pt+2].C(C)C1=C(C=2C=C3C(=C(C(=CC=4C(=C(C(=CC5=C(C(=C(N5)C=C1N2)CC)CC)N4)CC)CC)N3)CC)CC)CC